C1(C=CC2=C1C=CC=CC=CC=CC=C2)C2C=CC1=C2C=CC=CC=CC=CC=C1 cyclopentacyclododecenyl-(cyclopentacyclododecene)